CC=1C=C(C(=O)NC=2C=NC=CC2)C=CC1 3-Methyl-N-(pyridin-3-yl)benzamide